FC=1C=2N(C=C(C1)C1=CNC=3N=C(N=CC31)NC3=CC(=NC=C3)N3CCN(CC3)C)C(=CN2)CO (8-fluoro-6-(2-((2-(4-methylpiperazin-1-yl)pyridin-4-yl)amino)-7H-pyrrolo[2,3-d]pyrimidin-5-yl)imidazo[1,2-a]pyridin-3-yl)methanol